(piperidin-4-yloxy)piperidine N1CCC(CC1)ON1CCCCC1